tert-butyl 4-[[1-(2,6-dioxo-3-piperidyl)benzotriazol-5-yl]amino]piperidine-1-carboxylate O=C1NC(CCC1N1N=NC2=C1C=CC(=C2)NC2CCN(CC2)C(=O)OC(C)(C)C)=O